[2-(2-methylbiphenyl-3-yl)imidazo[1,2-a]pyridin-6-yl[methyl]amino]ethanol CC1=C(C=CC=C1C=1N=C2N(C=C(C=C2)N(C)C(C)O)C1)C1=CC=CC=C1